tert-butyl (E)-2-(4-(3-(4-methoxybenzofuran-7-yl)-3-oxoprop-1-en-1-yl)-2,6-dimethylphenoxy)-2-methylpropanoate COC1=CC=C(C2=C1C=CO2)C(/C=C/C2=CC(=C(OC(C(=O)OC(C)(C)C)(C)C)C(=C2)C)C)=O